NC1=C(C(=NN1C(C)C)C1=NC=C(N=C1)CC(NC1=NOC(=C1)C(C(F)(F)F)(C)C)=O)C(=O)N 5-Amino-1-isopropyl-3-[5-[2-oxo-2-[[5-(2,2,2-trifluoro-1,1-dimethyl-ethyl)isoxazol-3-yl]amino]ethyl]pyrazin-2-yl]pyrazole-4-carboxamide